NCCNCCNC(CCC(=O)O)=O 4-[2-(2-aminoethylamino)ethylamino]-4-oxobutanoic acid